BrC=1C=NC=C2C(=C(C=NC12)C(=O)OCC)Cl ethyl 8-bromo-4-chloro-1,6-naphthyridine-3-carboxylate